1-((R)-1-(4-chloro-3-(8-methoxyimidazo[1,2-a]pyridin-6-yl)phenyl)ethyl)-1-ethyl-3-((R)-6,6,6-trifluorohexan-3-yl)urea ClC1=C(C=C(C=C1)[C@@H](C)N(C(=O)N[C@H](CC)CCC(F)(F)F)CC)C=1C=C(C=2N(C1)C=CN2)OC